[N+](=O)([O-])C1=CC(=C(C(=O)N)C=C1)Cl (4-Nitro)chlorobenzamide